Calcium sulfate, dihydrate O.O.S(=O)(=O)([O-])[O-].[Ca+2]